C1(CC1)N(CCC(C(=O)O)NC(=O)C1C(C1)C1=CC=CC=C1)CCCCC1=NC=2NCCCC2C=C1 4-[cyclopropyl-[4-(5,6,7,8-tetrahydro-1,8-naphthyridin-2-yl)butyl]amino]-2-[(2-phenylcyclopropanecarbonyl)amino]butanoic acid